COC(=O)C=1C=C2[C@H]([C@@H]([C@@H](N(C2=CC1)C(C)=O)CC)C)N1N=NC(=C1)COCCOCCOCCOCCOCCOCC#C Methyl-(2S,3R,4S)-4-(4-(2,5,8,11,14,17-hexaoxaicos-19-yn-1-yl)-1H-1,2,3-triazol-1-yl)-1-acetyl-2-ethyl-3-methyl-1,2,3,4-tetrahydroquinoline-6-carboxylate